tert-Butyl [2-(oxan-4-yl)-2-oxoethyl]carbamate O1CCC(CC1)C(CNC(OC(C)(C)C)=O)=O